CC1=C(C=CC=C1C)C=1CCOC2=C(C1C1=CC=C(C=C1)O[C@@H]1CN(CC1)CCCF)C=CC(=C2)O 4-(2,3-dimethylphenyl)-5-[4-[(3S)-1-(3-fluoropropyl)pyrrolidin-3-yl]oxyphenyl]-2,3-dihydro-1-benzoxepin-8-ol